Cl.Cl.CC1=NNC=C1C1=CC=2N=CNC(C2S1)=O 6-(3-methyl-1H-pyrazol-4-yl)thieno[3,2-d]Pyrimidin-4(3H)-one dihydrochloride